ClC1=CC=C(C=CC=2C=C(C(=C(C=O)C2)O)OC)C=C1 5-(4-chlorostyryl)-2-hydroxy-3-methoxybenzaldehyde